C12(CC(C1)C2)NC2=C(C(=O)O)C=CC(=C2)C(F)(F)F 2-(bicyclo[1.1.1]-pentan-1-ylamino)-4-(trifluoromethyl)benzoic acid